COC1=NC=CC=C1S(=O)(=O)N 2-methoxy-pyridine-3-sulfonamide